C1(=CC=CC=C1)C=1C=CC=2N(C3=CC=CC=C3C2C1)C1=NC(=C(C(=C1N1C2=C(C=3C=CC=CC13)N=CC=C2)C2=C(C=CC=C2)C2=NC=CC=C2)N2C1=C(C=3C=CC=CC23)N=CC=C1)N1C2=CC=CC=C2C=2C=C(C=CC12)C1=CC=CC=C1 5,5'-(2,6-bis(3-phenyl-9H-carbazol-9-yl)-4-(2-(pyridin-2-yl)phenyl)pyridine-3,5-diyl)bis(5H-pyrido[3,2-b]indole)